3-(4-((4-(4-(((5-fluoro-4-oxo-2-(((tetrahydro-2H-pyran-4-yl)thio)methyl)-3,4-dihydroquinazolin-7-yl)oxy)methyl)piperidin-1-yl)but-2-yn-1-yl)amino)phenyl)piperidine-2,6-dione FC1=C2C(NC(=NC2=CC(=C1)OCC1CCN(CC1)CC#CCNC1=CC=C(C=C1)C1C(NC(CC1)=O)=O)CSC1CCOCC1)=O